ClC=1C(=NC=C(C1)F)CC1CC12N(CCC(C2)C(=O)N)C(=O)C2=NNC(=C2)C2=CC(=NC=C2F)[C@H](C)O ((3-chloro-5-fluoropyridin-2-yl)methyl)-4-(5-(5-fluoro-2-((S)-1-hydroxyethyl)pyridin-4-yl)-1H-pyrazole-3-carbonyl)-4-azaspiro[2.5]octane-7-carboxamide